m-chlorocyanopropyl-aniline ClC=1C=C(NCCCC#N)C=CC1